1-methyl-6-[4-[2-[rac-(3R,4R)-3-methyltetrahydropyran-4-yl]oxyethoxy]phenoxy]indazole-5-carboxamide CN1N=CC2=CC(=C(C=C12)OC1=CC=C(C=C1)OCCO[C@H]1[C@@H](COCC1)C)C(=O)N |r|